FC=1C(=C(C=CC1F)[C@H]1[C@@H](O[C@@]([C@@H]1C)(C(F)(F)F)C)C(=O)NC1=CC(=NC=C1C)C(=O)N)OC 4-[[(2R,3S,4R,5S)-3-(3,4-difluoro-2-methoxy-phenyl)-4,5-dimethyl-5-(trifluoromethyl)tetrahydrofuran-2-carbonyl]amino]-5-methyl-pyridine-2-carboxamide